1-butyl-imidazolium methanesulfonate CS(=O)(=O)[O-].C(CCC)N1C=[NH+]C=C1